O=C1NC(CCC1N1C(C2=CC=C(C(=C2C1)F)CNC(=O)NC1=C(OCC(C(=O)O)=C)C=C(C=C1)C(F)(F)F)=O)=O 2-[[2-[[2-(2,6-dioxo-3-piperidyl)-4-fluoro-1-oxo-isoindolin-5-yl]methylcarbamoylamino]-5-(trifluoromethyl)phenoxy]methyl]prop-2-enoic acid